4-methyl-heptanone CC(CC(C)=O)CCC